NCCNCCC[Si](C)(C)C N-(beta-aminoethyl)-gamma-aminopropyl-trimethylsilane